[N+](=O)([O-])C1=CC=C2CCN(CC2=C1)CCC1=CSC=C1 7-Nitro-2-(2-(thiophen-3-yl)ethyl)-1,2,3,4-tetrahydroisoquinoline